CC1(COCC2(C1)CCC(CC2)C2=C1N(N=C2CN(CCN)C)CC(C1)(F)F)C N1-((3-((6s,9s)-4,4-dimethyl-2-oxaspiro[5.5]undecan-9-yl)-5,5-difluoro-5,6-dihydro-4H-pyrrolo[1,2-b]pyrazol-2-yl)methyl)-N1-methylethane-1,2-diamine